BrC1=CC=C(C=C1)C(CCCCCC(O)C1=CC=C(C=C1)Br)O 1,7-bis(4-bromophenyl)heptane-1,7-diol